ClC1=NC=CC(=C1OCC(C)=O)I 1-((2-chloro-4-iodopyridin-3-yl)oxy)propan-2-one